3-((1R,2S)-1-hydroxy-2-((S)-5H-imidazo[5,1-a]isoindol-5-yl)-7-azaspiro[3.5]nonane-7-carbonyl)piperidine-1-carboxamide O[C@@H]1[C@@H](CC12CCN(CC2)C(=O)C2CN(CCC2)C(=O)N)[C@@H]2N1C(C3=CC=CC=C23)=CN=C1